ClC=1N(N=C2C(N(CCC21)C(C(F)F)C)=O)CC2=C(C=CC=C2F)F 3-chloro-2-(2,6-difluorobenzyl)-6-(1,1-difluoropropan-2-yl)-2,4,5,6-tetrahydro-7H-pyrazolo[3,4-c]pyridin-7-one